(S)-4-((1-(4-(2-(2-(benzyloxy)-3-fluorophenyl)-3-oxo-2-azaspiro[3.4]octan-1-yl)-2-fluoro-5-methoxyphenyl)piperidin-4-yl)methyl)piperazine-1-carboxylate C(C1=CC=CC=C1)OC1=C(C=CC=C1F)N1[C@H](C2(C1=O)CCCC2)C2=CC(=C(C=C2OC)N2CCC(CC2)CN2CCN(CC2)C(=O)[O-])F